ClC=1C=NN(C1C1=NN2C(N(C(CC2)=O)CC2=CC(=C(C=C2)C=2N(C=C(N2)C(F)(F)F)C)F)=C1)CC 2-(4-chloro-1-ethyl-1H-pyrazol-5-yl)-4-(3-fluoro-4-(1-methyl-4-(trifluoromethyl)-1H-imidazol-2-yl)benzyl)-6,7-dihydropyrazolo[1,5-a]pyrimidin-5(4H)-one